2-bromo-6-ethoxy-4-methylbenzo[d]thiazole BrC=1SC2=C(N1)C(=CC(=C2)OCC)C